BrC=1C=CC(=C(C1)CC(C(=O)NC1=CC=C(C=C1)C1=NN=CN1C)NC(=O)C=1N(N=CC1)C)Cl N-[1-[(5-bromo-2-chloro-phenyl)methyl]-2-[4-(4-methyl-1,2,4-triazol-3-yl)anilino]-2-oxo-ethyl]-2-methyl-pyrazole-3-carboxamide